FC(C1=CC=CC=2N1N=C(C2)[C@@H]2N(CCC1=C2N=CN1)C(=O)C=1OC(=NN1)C=1C=NN(C1)C)F (R)-(4-(7-(difluoromethyl)pyrazolo[1,5-a]pyridin-2-yl)-6,7-dihydro-1H-imidazo[4,5-c]pyridin-5(4H)-yl)(5-(1-methyl-1H-pyrazol-4-yl)-1,3,4-oxadiazol-2-yl)methanone